2-[1-[6-[(4-Cyano-2-fluoro-phenyl)methoxy]-2-pyridinyl]pyrazol-4-yl]acetic acid C(#N)C1=CC(=C(C=C1)COC1=CC=CC(=N1)N1N=CC(=C1)CC(=O)O)F